2-(4-isopropyl-5-(8-methoxyimidazo[1,2-a]pyridin-6-yl)-1H-pyrazol-3-yl)-5-(1-(oxetan-3-yl)piperidin-4-yl)thiazole C(C)(C)C=1C(=NNC1C=1C=C(C=2N(C1)C=CN2)OC)C=2SC(=CN2)C2CCN(CC2)C2COC2